(menthylcarbonyl)glycine ethyl ester C(C)OC(CNC(=O)C1CC(CCC1C(C)C)C)=O